tert-butyl 4-[5-[(2,6-dioxo-3-piperidyl)oxy]-2-pyridyl]piperidine-1-carboxylate O=C1NC(CCC1OC=1C=CC(=NC1)C1CCN(CC1)C(=O)OC(C)(C)C)=O